4-(5-aminopyridin-3-yl)2-hydroxybenzoic acid NC=1C=C(C=NC1)C1=CC(=C(C(=O)O)C=C1)O